(1S,1aS,6aR)-4-((2-fluoro-5-(6-(3-(methylsulfonyl)propoxy)-5-(trifluoromethyl)pyridin-3-yl)benzyl)oxy)-1,1a,6,6a-tetrahydrocyclopropa[a]indene-1-carboxylic acid, ethyl ester FC1=C(COC2=CC=3C[C@@H]4[C@H](C3C=C2)[C@H]4C(=O)OCC)C=C(C=C1)C=1C=NC(=C(C1)C(F)(F)F)OCCCS(=O)(=O)C